6-Bromo-N-(5-cyano-4-((2-morpholinyl)amino)pyridin-2-yl)-5-(1,3-dioxolan-2-yl)-1-isopropyl-1H-pyrrolo[3,2-b]pyridine-3-carboxamide BrC=1C=C2C(=NC1C1OCCO1)C(=CN2C(C)C)C(=O)NC2=NC=C(C(=C2)NC2CNCCO2)C#N